(-)-3-Hydroxy-2-methyl-2-(naphthalen-1-yl)-2,3-dihydro-1H-inden-1-one OC1C(C(C2=CC=CC=C12)=O)(C1=CC=CC2=CC=CC=C12)C